[Na].C(CCCCCCCCCCCCCCC)N hexadecylamine sodium